COC1=NC=C(C(=C1C)B1OC(C(O1)(C)C)(C)C)C methoxy-3,5-dimethyl-4-(4,4,5,5-tetramethyl-1,3,2-dioxaborolan-2-yl)pyridine